S1C=CC2=C1C=C(C=C2)C(=O)[O-] benzothiophene-6-carboxylate